ClC1=C(C=C2C(=CNC2=C1)C(=O)O)C1=CN=C(O1)C1=CC=CC=C1 6-chloro-5-(2-phenyloxazol-5-yl)-1H-indole-3-carboxylic acid